3-((4-(3-Chlorophenyl)pyrimidin-2-yl)amino)-N-(3-(6-ethoxypyridin-3-yl)-1-methyl-1H-indol-6-yl)-4-methylbenzamide ClC=1C=C(C=CC1)C1=NC(=NC=C1)NC=1C=C(C(=O)NC2=CC=C3C(=CN(C3=C2)C)C=2C=NC(=CC2)OCC)C=CC1C